((1-(5-fluoro-2-methoxypyridin-3-yl)ethyl)amino)pyrazolo[1,5-a]pyrimidine FC=1C=C(C(=NC1)OC)C(C)NC1=NN2C(N=CC=C2)=C1